tert-Butyl N-[(1R)-1-[(4-bromo-3-methyl-phenyl)carbamoyl]-3,3-dimethyl-butyl]carbamate BrC1=C(C=C(C=C1)NC(=O)[C@@H](CC(C)(C)C)NC(OC(C)(C)C)=O)C